C1(=C(C=CC=C1)C=1SCCC1)C tolylthiolin